5-(azetidin-3-ylmethyl)-3-(4-(3-bromopropyloxy)phenyl)-1,2,4-oxadiazole trifluoroacetate FC(C(=O)O)(F)F.N1CC(C1)CC1=NC(=NO1)C1=CC=C(C=C1)OCCCBr